OC(CC)C1=CC(=C(C=N1)C=1C=2N(C3=C(C1)N=C(S3)NC(=O)C3CC3)N=CN2)C N-(5-(6-(1-hydroxypropyl)-4-methylpyridin-3-yl)thiazolo[4,5-e][1,2,4]triazolo[1,5-a]pyridin-2-yl)cyclopropanecarboxamide